CC/C=C\\C/C=C\\C/C=C\\C/C=C\\C/C=C\\C/C=C\\CCCCCC[C@H](CC(=O)SCCNC(=O)CCNC(=O)[C@@H](C(C)(C)COP(=O)(O)OP(=O)(O)OC[C@@H]1[C@H]([C@H]([C@@H](O1)N2C=NC3=C(N=CN=C32)N)O)OP(=O)(O)O)O)O The molecule is an unsaturated fatty acyl-CoA that results from the formal condensation of the thiol group of coenzyme A with the carboxy group of (3R,10Z,13Z,16Z,19Z,22Z,25Z)-3-hydroxyoctacosahexaenoic acid. It is a (R)-3-hydroxyacyl-CoA, a 3-hydroxy fatty acyl-CoA, an unsaturated fatty acyl-CoA and an ultra-long-chain fatty acyl-CoA. It is a conjugate acid of a (3R,10Z,13Z,16Z,19Z,22Z,25Z)-3-hydroxyoctacosahexaenoyl-CoA(4-).